C(C)/C(=C(\C(=O)OC1CN(CC1)C1=CC(=NC=2N1N=CC2)C2=CCCC2)/F)/C=2N(C=CN2)C 1-(5-(cyclopent-1-en-1-yl)pyrazolo[1,5-a]pyrimidin-7-yl)pyrrolidin-3-ol Ethyl-(Z)-2-fluoro-3-(1-methyl-1H-imidazol-2-yl)acrylate